trans-N-(4-((3-(benzo[d]oxazol-6-yl)-2-oxo-2,3-dihydro-1H-benzo[d]imidazol-1-yl)methyl)cyclohexyl)-5-chloro-2-methylnicotinamide O1C=NC2=C1C=C(C=C2)N2C(N(C1=C2C=CC=C1)C[C@@H]1CC[C@H](CC1)NC(C1=C(N=CC(=C1)Cl)C)=O)=O